NC1=NC=2C=CC=CC2C2=C1N=C(N2CC2=CC=C(CNC(CCCCCCCC)=O)C=C2)CCCC N-(4-((4-amino-2-butyl-1H-imidazo[4,5-c]quinolin-1-yl)methyl)benzyl)nonanamide